C1(=CC=CC2=CC=CC=C12)C(=O)O.C(CCCCC)C=C hexyl-ethylene naphthalate